CN(C[C@H](COC=1C=C(C=2N(C1)N=CC2C#N)C=2C=NC(=CC2)N2CC1N(C(C2)C1)CC=1C=NC(=CC1)OC)O)C 6-((R)-3-(dimethylamino)-2-hydroxypropoxy)-4-(6-(6-((6-methoxypyridin-3-yl)methyl)-3,6-diazabicyclo[3.1.1]hept-3-yl)pyridin-3-yl)pyrazolo[1,5-a]pyridine-3-carbonitrile